ClC1=CC=CC2=C1NC(=N2)C(=O)N2C(C=1C=CC(=NC1CC2)C)C (7-Chloro-1H-benzo[d]imidazol-2-yl)(2,5-dimethyl-7,8-dihydro-1,6-naphthyridin-6(5H)-yl)methanone